CC(CC)(N1CCNCC1)C (2S,5R)-4-(dimethyl-propyl)-piperazine